C(C)(C)C1=C(NC2=CC=C(C=C12)C1CC2C(CN(C2)CC(=O)N(C)C)C1)C=1C=C(C=2N(C1)N=CN2)OC 2-(5-(3-isopropyl-2-(8-methoxy-[1,2,4]triazolo[1,5-a]pyridin-6-yl)-1H-indol-5-yl)hexahydrocyclopenta[c]pyrrol-2(1H)-yl)-N,N-dimethylacetamide